ClC1=CC=C(C=C1)C(C(N1CC2(C3=CC=C(C=C13)OC(F)(F)F)CC2)=O)NC=2C=C(C=C(C2)OC)C(CC)=NOC(C(=O)O)(C)C (+)-2-(((1-(3-((1-(4-chlorophenyl)-2-oxo-2-(6'-(trifluoromethoxy)spiro[cyclopropane-1,3'-indolin]-1'-yl)ethyl)amino)-5-methoxyphenyl)propylidene)amino)oxy)-2-methylpropanoic acid